C(CCCCCCCCCCC)N(O)CCCCCCCCCCCC N,N-didodecyl-hydroxylamine